dicesium triphosphate [O-]P([O-])(=O)OP(=O)(O)OP(=O)(O)O.[Cs+].[Cs+]